C(CC)[S] n-propyl-sulfur